N-octadecyl-2-methyl-3,5-dihydroxypyridin-4-one C(CCCCCCCCCCCCCCCCC)N1C(=C(C(C(=C1)O)=O)O)C